6-chloro-N-ethoxy-4-((5-fluoro-2-methoxy-3-(5-methylpyrimidin-2-yl)phenyl)amino)nicotinamide ClC1=NC=C(C(=O)NOCC)C(=C1)NC1=C(C(=CC(=C1)F)C1=NC=C(C=N1)C)OC